FC1=C(C(=C(C(=C1[2H])[2H])[2H])[2H])C1=CC(=CN1)C(=O)O 5-(2-fluoro-3,4,5,6-tetradeuterophenyl)-1H-pyrrole-3-carboxylic acid